trans-4-[(7-chloro-1,6-naphthyridin-5-yl)amino]cyclohexanecarboxylic acid methyl ester COC(=O)[C@@H]1CC[C@H](CC1)NC1=C2C=CC=NC2=CC(=N1)Cl